2-bromo-6-methyl-5-(methyl-(tetrahydro-2H-pyran-4-yl)amino)indolizine-7-carboxylic acid BrC=1C=C2C=C(C(=C(N2C1)N(C1CCOCC1)C)C)C(=O)O